C(C)(C)(C)N(C(O)=O)[C@H](CC1=NC=NN1)CC(C)C.O1COC2=C1C=CC(=C2)OC2=NC=NC1=CC=C(C=C21)C 4-(benzo[d][1,3]dioxol-5-yloxy)-6-methyl-quinazoline tert-butyl-(S)-(4-methyl-1-(1H-1,2,4-triazol-5-yl)pentan-2-yl)carbamate